cyclohexyl-2-(2-(phenylsulfanyl)phenyl)hexane C1(CCCCC1)CC(CCCC)C1=C(C=CC=C1)SC1=CC=CC=C1